2,2-dicyclohexyl-1-(4-methylenepiperidin-1-yl)ethan-1-one C1(CCCCC1)C(C(=O)N1CCC(CC1)=C)C1CCCCC1